C1(CC1)[C@@H]1C2=C(N(C([C@@H]1NC(C1=CC(=CC=C1)C(F)(F)F)=O)=O)CC)N(N=C2C(=O)O)C2=CC=CC=C2 |r| rac-(4R,5R)-4-cyclopropyl-7-ethyl-6-oxo-1-phenyl-5-(3-(trifluoromethyl)benzamido)-4,5,6,7-tetrahydro-1H-pyrazolo[3,4-b]pyridine-3-carboxylic acid